(R)-N-(4-methyl-3-(((R)-1-(naphthalen-1-yl)ethyl)carbamoyl)phenyl)piperidine-2-carboxamide benzenesulfonate C1(=CC=CC=C1)S(=O)(=O)O.CC1=C(C=C(C=C1)NC(=O)[C@@H]1NCCCC1)C(N[C@H](C)C1=CC=CC2=CC=CC=C12)=O